4-(5,6,7,8-tetrahydro-1,8-naphthyridin-2-yl)butanal N1=C(C=CC=2CCCNC12)CCCC=O